tert-butyl 2-(1-benzyl-2,5-dioxopyrrolidin-3-yl)-1H-pyrrole-1-carboxylate C(C1=CC=CC=C1)N1C(C(CC1=O)C=1N(C=CC1)C(=O)OC(C)(C)C)=O